N-(5-chloro-6-methylpyridin-2-yl)-1H-indol-6-amine ClC=1C=CC(=NC1C)NC1=CC=C2C=CNC2=C1